ClC1=CC2=C(N=C(N=C2)S(=O)(=O)C)N(C1=O)C1=CC=C(C=C1)OC(F)F 6-chloro-8-(4-(difluoromethoxy)phenyl)-2-(methylsulfonyl)pyrido[2,3-d]pyrimidin-7(8H)-one